6α-fluoro-9α-chloro-11β,21-dihydroxy-16α-methylpregna-1,4-diene-3,20-dione F[C@H]1C[C@H]2[C@@H]3C[C@H]([C@H](C(CO)=O)[C@]3(C[C@@H]([C@@]2([C@]2(C=CC(C=C12)=O)C)Cl)O)C)C